C(C=C)(=O)O.N(C(CC1=CC(O)=C(O)C=C1)=O)=O dopaminequinone acrylate